C(CC)N(C(=O)C1=CC2=C(N=CC1)C=CC=C2)CCC N,N-di-n-propyl-3H-benzo[b]azepine-4-carboxamide